2-Chloro-6-fluoronicotinaldehyde ClC1=C(C=O)C=CC(=N1)F